Dipotassium Undecylenoyl Glutamate N[C@@H](CCC(=O)[O-])C(=O)OC(CCCCCCCCC=C)=O.[K+].[K+].C(CCCCCCCCC=C)(=O)OC([C@@H](N)CCC(=O)[O-])=O